3-(3,5-dimethylphenyl)-7-fluoro-6-iodo-2-methyl-quinazolin-4(3H)-one CC=1C=C(C=C(C1)C)N1C(=NC2=CC(=C(C=C2C1=O)I)F)C